4-chloro-6-cyclopropyl-2-[[5-fluoro-6-[1-methyl-4-(trifluoromethyl)imidazol-2-yl]-3-pyridyl]methoxy]pyrimidine ClC1=NC(=NC(=C1)C1CC1)OCC=1C=NC(=C(C1)F)C=1N(C=C(N1)C(F)(F)F)C